4-(((tert-butyldimethylsilyl)oxy)methyl)cyclopent-1-en-1-yl trifluoromethanesulfonate FC(S(=O)(=O)OC1=CCC(C1)CO[Si](C)(C)C(C)(C)C)(F)F